C(C)(=O)O[C@@H]1[C@H](C(N1)=O)C(C)O[Si](C)(C)C(C)(C)C (3R,4R)-4-acetoxy-3-[(3R)-1'-tert-butyldimethylsilyloxyethyl]-2-azetidinone